tetraethyl (1-(1-(3,7-dimethylocta-2,6-dien-1-yl)-1H-1,2,3-triazol-4-yl)propane-2,2-diyl)bis(phosphonate) CC(=CCN1N=NC(=C1)CC(C)(P(OCC)(OCC)=O)P(OCC)(OCC)=O)CCC=C(C)C